2-(4-chloro-2-fluoro-5-(2-oxo-2-(4-chlorophenyl)ethoxy)phenyl)-4,5,6,7-tetrahydro-1H-isoindole-1,3(2H)-dione ClC1=CC(=C(C=C1OCC(C1=CC=C(C=C1)Cl)=O)N1C(C=2CCCCC2C1=O)=O)F